ClC1=NC=NC(=C1I)Cl 4,6-dichloro-5-iodopyrimidin